FCCCNCCOC1=C(C(=NC=C1)[C@H]1N([C@@H](CC2=C1NC1=CC=CC=C21)C)CC2(CC2)F)F 3-fluoro-N-(2-((3-fluoro-2-((1S,3R)-2-((1-fluorocyclopropyl)methyl)-3-methyl-2,3,4,9-tetrahydro-1H-pyrido[3,4-b]indol-1-yl)pyridin-4-yl)oxy)ethyl)propan-1-amine